C(#N)[C@@]1(N(CCC1)C(=O)C1=CC(=C2N1CCC1=CC(=C(C=C21)C(=O)NC=2C(NC=CC2)=O)OC)CCC)C 3-[(2R)-2-cyano-2-methyl-pyrrolidine-1-carbonyl]-8-methoxy-N-(2-oxo-1H-pyridin-3-yl)-1-propyl-5,6-dihydropyrrolo[2,1-a]isoquinoline-9-carboxamide